COC1=CC(OC2=CC(=CC(=C12)N)N)=O 4-methoxy-5,7-diaminocoumarin